C(C)(=O)OCC(=O)N1CC(CC1)C(N(C)[C@H](C(F)(F)F)C1=CC=C(C=C1)N1C=2C=NC3=CC(=NN3C2CCC1)Cl)=O [2-[3-[[(1S)-1-[4-(4-chloro-2,3,7,10-tetrazatricyclo[7.4.0.02,6]trideca-1(9),3,5,7-tetraen-10-yl)phenyl]-2,2,2-trifluoro-ethyl]-methyl-carbamoyl]pyrrolidin-1-yl]-2-oxo-ethyl] acetate